(1-(3-bromophenyl)-1H-imidazol-4-yl)-3-hydroxy-1-methylpyrrolidin-2-one BrC=1C=C(C=CC1)N1C=NC(=C1)C1(C(N(CC1)C)=O)O